1-(tert-Butyl)-N-(2-fluoro-4-(6-(1-methyl-1H-pyrazol-4-yl)pyrazolo[1,5-a]pyridin-4-yl)benzyl)-1H-pyrazole-3-carboxamide C(C)(C)(C)N1N=C(C=C1)C(=O)NCC1=C(C=C(C=C1)C=1C=2N(C=C(C1)C=1C=NN(C1)C)N=CC2)F